(S)-3-(methoxymethyl)piperidine hydrochloride Cl.COC[C@@H]1CNCCC1